2-(1-(cyclopropylmethyl)-6-methoxy-1H-pyrrolo[2,3-b]pyridin-2-yl)-7-methoxy-1-methyl-1H-benzo[d]imidazole-5-carboxylic acid methyl ester COC(=O)C1=CC2=C(N(C(=N2)C2=CC=3C(=NC(=CC3)OC)N2CC2CC2)C)C(=C1)OC